ClC1=NC=CC(=N1)CC(=O)C=1C(=C(C=CC1)C=1C(=C(C(=CC1)C(F)(F)F)S(=O)(=O)N)F)F (3-(2-(2-chloropyrimidin-4-yl)acetyl)-2-fluorophenyl)-2-fluoro-6-(trifluoromethyl)-benzenesulfonamide